C(C)(=O)C=1C=C(C=C2C(C(=C(OC12)C=1C=NC=CC1)C)=O)C 8-Acetyl-3,6-dimethyl-2-(3-pyridyl)chromen-4-one